Glycyl-Alanyl-Lysine NCC(=O)N[C@@H](C)C(=O)N[C@@H](CCCCN)C(=O)O